ClC1=C(C(=O)NC2=C3C=NN(C3=CC=C2)C2=CC=C(C=C2)F)C=C(C=C1)CNC(COC)=O 2-chloro-N-[1-(4-fluorophenyl)-1H-indazol-4-yl]-5-([(methoxyacetyl)amino]methyl)benzamide